4-amino-7-chloro-5-(3-hydroxypropyl)-1-(2-methylpyridin-3-yl)quinazolin-2(1H)-one NC1=NC(N(C2=CC(=CC(=C12)CCCO)Cl)C=1C(=NC=CC1)C)=O